tetrabutylammonium tert-butyl-(2R)-2-[(2-{[(2S,5R)-7-oxo-6-(sulfooxy)-1,6-diazabicyclo[3.2.1]oct-2-yl]carbonyl}hydrazinyl)carbonyl]-5-oxopyrrolidine-1-carboxylate C(C)(C)(C)OC(=O)N1[C@H](CCC1=O)C(=O)NNC(=O)[C@H]1N2C(N([C@H](CC1)C2)OS(=O)(=O)O)=O.C(CCC)[N+](CCCC)(CCCC)CCCC